FC1(CCC(CC1)C(C(=O)NC1=C(C=C2C(=C1)NC(C21CCOCC1)=O)F)NC(=O)C=1N(N=CC1)C)F N-{1-(4,4-Difluorocyclohexyl)-2-[(5-fluoro-2-oxospiro[1H-indole-3,4'-oxane]-6-yl)amino]-2-oxoethyl}-2-methylpyrazole-3-carboxamide